ClC=1C(=NN2C1CN(CCC2)C(=O)[O-])C(=O)OCC ethyl 3-chloro-4,6,7,8-tetrahydropyrazolo[1,5-a][1,4]diazepine-2,5-dicarboxylate